C1(CC2C(CC1)O2)CC[Si](C)(C)OC(C)=O β-(3,4-epoxycyclohexyl)ethylacetoxydimethylsilane